1-chloro-7-(2-oxo-oxazolidin-3-yl)-isoquinoline-3-carboxylic acid ClC1=NC(=CC2=CC=C(C=C12)N1C(OCC1)=O)C(=O)O